2,2'-ethylidenebis[4-nonyl-6-(α-methylbenzyl)phenol] C(C)(C1=C(C(=CC(=C1)CCCCCCCCC)C(C1=CC=CC=C1)C)O)C1=C(C(=CC(=C1)CCCCCCCCC)C(C1=CC=CC=C1)C)O